3-(3-indolyl)alanine N1C=C(C2=CC=CC=C12)C[C@H](N)C(=O)O